tert-butyl (exo)-5-(6-{4-[1-(oxan-2-yl)pyrazol-4-yl]-1,3-benzothiazol-7-yl}pyridazin-3-yl)-hexahydropyrrolo[3,4-c]pyrrole-2-carboxylate O1C(CCCC1)N1N=CC(=C1)C1=CC=C(C2=C1N=CS2)C2=CC=C(N=N2)N2CC1C(C2)CN(C1)C(=O)OC(C)(C)C